molybdenum, ammonium salt [NH4+].[Mo+4]